bis(4-(9H-3,9'-bicarbazol-9-yl)phenyl)methanone C1=CC(=CC=2C3=CC=CC=C3N(C12)C1=CC=C(C=C1)C(=O)C1=CC=C(C=C1)N1C2=CC=CC=C2C=2C=C(C=CC12)N1C2=CC=CC=C2C=2C=CC=CC12)N1C2=CC=CC=C2C=2C=CC=CC12